3-(2-(azepan-1-yl)acetamido)-4-methylthiophene-2-carboxylic acid sodium chloride [Cl-].[Na+].N1(CCCCCC1)CC(=O)NC1=C(SC=C1C)C(=O)O